ClC=1N=C2C(=NC1)NC=C2C2=NC(=CC(=N2)NC2C(C1CCC2CC1)C(=O)OC)C1=COC=C1 (+/-)-trans-methyl 3-((2-(2-chloro-5H-pyrrolo[2,3-b]pyrazin-7-yl)-6-(furan-3-yl)pyrimidin-4-yl)amino)bicyclo[2.2.2]octane-2-carboxylate